C(C)N1CCC(CC1)C1=CN=C(S1)C1=NNC(=C1CC(F)(F)F)C=1C=C(C=2N(C1)N=CN2)OC 5-(1-ethylpiperidin-4-yl)-2-(5-(8-methoxy-[1,2,4]triazolo[1,5-a]pyridin-6-yl)-4-(2,2,2-trifluoroethyl)-1H-pyrazol-3-yl)thiazole